5-[[2-[(3R,5S)-3-(aminomethyl)-4,4-difluoro-5-methyl-1-piperidinyl]-5-chloro-pyrimidin-4-yl]amino]-3-(3-hydroxy-3-methyl-butyl)-1-methyl-benzimidazol-2-one NC[C@@H]1CN(C[C@@H](C1(F)F)C)C1=NC=C(C(=N1)NC1=CC2=C(N(C(N2CCC(C)(C)O)=O)C)C=C1)Cl